Hydroxylammonium bromid [Br-].O[NH3+]